phenyl 4-(4-{4-[(1S)-1-{[2-oxo-1-(propan-2-yl)-1,2-dihydro-1,6-naphthyridin-7-yl]amino}ethyl]phenyl}tetrahydro-2H-pyran-4-yl)piperazine-1-carboxylate O=C1N(C2=CC(=NC=C2C=C1)N[C@@H](C)C1=CC=C(C=C1)C1(CCOCC1)N1CCN(CC1)C(=O)OC1=CC=CC=C1)C(C)C